1-(3-chloro-4-methylphenyl)-3-(5-((2-(2,6-dioxopiperidin-3-yl)-1-oxoisoindolin-5-yl)thio)pentyl)urea ClC=1C=C(C=CC1C)NC(=O)NCCCCCSC=1C=C2CN(C(C2=CC1)=O)C1C(NC(CC1)=O)=O